C(C)C1=C(C(=CC=C1)CC)N1C(C2(CC1(C)C)CCCCC2)[Ru-]=CC2=C(C=CC(=C2)[N+](=O)[O-])OC(C)C (2-(2,6-diethylphenyl)-3,3-dimethyl-2-azaspiro[4.5]decan-1-yl)(2-isopropoxy-5-nitrobenzylidene)ruthenium (II)